BrC=1C=C2C(=NC(=NC2=CC1)C(F)(F)F)SC1=CC=CC=C1 6-bromo-4-(phenylthio)-2-(trifluoromethyl)quinazoline